3-vinylaniline hydrochloride Cl.C(=C)C=1C=C(N)C=CC1